CC1(C2=CC=CC=C2SC=2C=CC=CC12)C 9,9-dimethyl-thioxanthene